4-{4-[(benzyloxy)carbonyl]phenyl}piperidine-1-carboxylic acid tert-butyl ester C(C)(C)(C)OC(=O)N1CCC(CC1)C1=CC=C(C=C1)C(=O)OCC1=CC=CC=C1